C(C)(C)(C)OC(=O)N1CC(C1)C=O.FC=1C=2N(C=C(C1)NC(=O)C1=NC=C(N=C1)N1CC(C1)[C@@H]1NCCOC1)C=C(N2)C (S)-N-(8-fluoro-2-methylimidazo[1,2-a]pyridin-6-yl)-5-(3-(morpholin-3-yl)azetidin-1-yl)pyrazine-2-carboxamide tert-Butyl-3-formylazetidine-1-carboxylate